NCCOCCOCCOCCOCCC(=O)N[C@@H](CCCNC(N)=N)C(=O)N[C@@H](CC(N)=O)C(=O)N[C@@H](CC1=CNC2=CC=CC=C12)C(=O)N[C@@H](CCC(=O)O)C(=O)N[C@@H](CC(C)C)C(=O)N[C@@H](CCCNC(N)=N)C(=O)N[C@@H](CC(C)C)C(=O)N[C@@H](CCCCNC(C)=C1C(CC(CC1=O)(C)C)=O)C(=O)O N2-(1-amino-3,6,9,12-tetraoxapentadecan-15-oyl)-L-arginyl-L-asparaginyl-L-tryptophyl-L-glutamyl-L-leucyl-L-arginyl-L-leucyl-N6-[1-(4,4-dimethyl-2,6-dioxocyclohexylidene)ethyl]-L-lysine